CC(C(=O)N)(C)C=1C=C(C=CC1)C1=CC(=C(C=C1)C1=CC(=NN1C)C(F)(F)F)N1N=NC=C1C1=CC=C(C=C1)OC(F)(F)F 2-methyl-2-{4'-[1-methyl-3-(trifluoromethyl)-1H-pyrazol-5-yl]-3'-(5-{4-[(trifluoromethyl)oxy]phenyl}1H-1,2,3-triazol-1-yl)biphenyl-3-yl}propanamide